C(N)(OC1=C(C(=NN1C(C)(C)C)C1CC(C1)(F)F)C)=O (1-(tert-butyl)-3-(3,3-difluorocyclobutyl)-4-methyl-1H-pyrazol-5-yl) carbamate